C(C1=CC=CC=C1)OC(C1=CC=CC=C1N1[C@@H](C[C@H](CC1)OCC)C1=CC=C(C=C1)C(=O)OC)=O (2S,4S)-4-ethoxy-2-[4-(methoxycarbonyl)phenyl]piperidine-1-benzoic acid benzyl ester